dioxolanyl-guanine O1C(OCC1)NC=1NC(C=2NC=NC2N1)=O